CC(C)(C)C1=CC=C(C=C1)C1=NC2=C(N1)C=CC=C2 2-[4-(1,1-Dimethylethyl)phenyl]-1H-benzimidazol